FC(C(C(C(C(C(C(C(F)(F)F)(F)F)(F)F)(F)F)(F)F)(F)F)(F)F)(CC1CO1)F 3-(perfluorooctyl) propylene oxide